tert-butyl 4-(6-chloropyridazine-3-yl)piperazine-1-carboxylate ClC1=CC=C(N=N1)N1CCN(CC1)C(=O)OC(C)(C)C